rac-N-((4R,5R)-4-(2-bromophenyl)-7-ethyl-6-oxo-1-phenyl-4,5,6,7-tetrahydro-1H-pyrazolo[3,4-b]pyridin-5-yl)-3-(trifluoromethyl)benzamide BrC1=C(C=CC=C1)[C@H]1C2=C(N(C([C@@H]1NC(C1=CC(=CC=C1)C(F)(F)F)=O)=O)CC)N(N=C2)C2=CC=CC=C2 |r|